2-[2-[[2-[4-[6-(dimethylamino)-2-fluoranyl-pyridin-3-yl]phenyl]-3,8a-dihydroimidazo[1,2-a]pyridin-6-yl]oxy]ethoxy]ethyl 4-methylbenzenesulfonate CC1=CC=C(C=C1)S(=O)(=O)OCCOCCOC=1C=CC2N(C1)CC(=N2)C2=CC=C(C=C2)C=2C(=NC(=CC2)N(C)C)F